BrC1=CC=C(C=C1)N1N=NC(=C1)C1=CC=CC=C1 1-(4-bromophenyl)-4-phenyl-1H-1,2,3-triazole